5,8-dibromopyrido[3,4-b]pyrazine BrC1=NC=C(C=2C1=NC=CN2)Br